Ethyl trans-2-(5-{7-cyclopropyl-5-[(1R)-1-methyl-1,2,3,4-tetrahydroisoquinoline-2-carbonyl]pyrazolo[1,5-a]pyrimidin-2-yl}-6-fluoropyridin-2-yl)cyclopropane-1-carboxylate C1(CC1)C1=CC(=NC=2N1N=C(C2)C=2C=CC(=NC2F)[C@H]2[C@@H](C2)C(=O)OCC)C(=O)N2[C@@H](C1=CC=CC=C1CC2)C